O(C1=CC=CC=C1)C1=CC2=C(NC(=N2)NC2=CNC=3C2=NC=C(C3)C3=CC=CC=C3)C=C1 5-phenoxy-N-(6-phenyl-1H-pyrrolo[3,2-b]pyridine-3-yl)-1H-benzo[d]imidazole-2-amine